N[C@@H](CC(N)=O)C(=O)C1(O)[C@H](N)[C@@H](O)[C@H](O)[C@H](O1)CO asparaginyl-glucosamine